3-((6-fluoropyridin-2-yl)amino)-3-methylcyclobutan-1-ol FC1=CC=CC(=N1)NC1(CC(C1)O)C